tert-butyl (R)-3-(N-(8-methylisoquinolin-1-yl)quinoline-7-carboxamido)piperidine-1-carboxylate CC=1C=CC=C2C=CN=C(C12)N(C(=O)C1=CC=C2C=CC=NC2=C1)[C@H]1CN(CCC1)C(=O)OC(C)(C)C